OC(=O)C(F)(F)F.COC[C@@H]1C[C@H](CN1)NC(=O)C=1OC(=CN1)C1=CC(=CC=C1)C(F)(F)F N-((3R,5S)-5-(methoxymethyl)pyrrolidin-3-yl)-5-(3-(trifluoromethyl)phenyl)oxazole-2-carboxamide TFA salt